C(C)(=O)N1CCN(CC1)C=1C=C(SC1)C(=O)NC=1SC=C(N1)C1=C(C=CC=C1)Cl 4-(4-acetylpiperazin-1-yl)-N-(4-(2-chlorophenyl)thiazol-2-yl)thiophene-2-carboxamide